5-chloro-[1,2,4]triazolo[1,5-a]pyrazin-2-amine ClC1=CN=CC=2N1N=C(N2)N